C(C)(C)(C)OC(=O)N1C(CCCC1)(C)C 2,2-dimethyl-Piperidine-1-carboxylic acid tert-butyl ester